C(C=C)OP(=O)(CC#C)CC#C 2-propenyl-bis(2-propynyl)phosphinic acid